trimethyl-[2-[[2-[2-(2,2,2-trifluoroethoxy)-3-pyridyl]pyrrolo[3,2-d]pyrimidin-5-yl]methoxy]ethyl]silane C[Si](CCOCN1C=CC=2N=C(N=CC21)C=2C(=NC=CC2)OCC(F)(F)F)(C)C